N-(6-(4-isopropyl-4H-1,2,4-triazole-3-yl)pyridine-2-yl)-4-(3-methylsulfonylpropoxy)benzofuran-2-carboxamide gold-copper-silver [Ag].[Cu].[Au].C(C)(C)N1C(=NN=C1)C1=CC=CC(=N1)NC(=O)C=1OC2=C(C1)C(=CC=C2)OCCCS(=O)(=O)C